6-(benzyloxy)-5-fluoro-1H-indole C(C1=CC=CC=C1)OC1=C(C=C2C=CNC2=C1)F